C(C)(C)(C)OC(=O)N1C[C@@H](N(CC1)C(CCl)=O)CO (R)-4-(2-chloroacetyl)-3-(hydroxymethyl)piperazine-1-carboxylic acid tert-butyl ester